6-methoxy-2-methyl-N-{(1R)-1-[2-methyl-3-(trifluoromethyl)phenyl]ethyl}pyrido[2,3-d]pyrimidin-4-amine COC1=CC2=C(N=C(N=C2N[C@H](C)C2=C(C(=CC=C2)C(F)(F)F)C)C)N=C1